6-{2,8-dimethylimidazo[1,2-b]pyridazin-6-yl}-7-hydroxy-2-(piperidin-4-yl)isoquinolin-1-one CC=1N=C2N(N=C(C=C2C)C=2C=C3C=CN(C(C3=CC2O)=O)C2CCNCC2)C1